FC1(OC2=C(O1)C=CC(=C2)N(C(=O)C=2C=C(C=CC2)N2N=C(C=1CCCC(C21)OC2=CC=C(C(=O)OC(C)(C)C)C=C2)C(F)F)C)F tert-Butyl 4-[[1-[3-[(2,2-difluoro-1,3-benzodioxol-5-yl)-methyl-carbamoyl]phenyl]-3-(difluoromethyl)-4,5,6,7-tetrahydroindazol-7-yl]oxy]benzoate